C(C=C)N(C1=C(C(=CC=C1)C[C@H](CS(=O)(=O)C1=CC=CC=C1)C)OCOC)CC=C (R)-N,N-diallyl-2-(methoxymethoxy)-3-(2-methyl-3-(phenylsulfonyl)propyl)aniline